1-(3-(5-trifluoromethyl-2-(3-methoxyphenylamino)pyrimidin-4-ylamino)phenyl)-3-methyl-but-2-en-1-one FC(C=1C(=NC(=NC1)NC1=CC(=CC=C1)OC)NC=1C=C(C=CC1)C(C=C(C)C)=O)(F)F